BrC=1C=C(C=2N(C1)C=C(N2)C2CCN(CC2)C(=O)OC(C)(C)C)OC(F)F tert-butyl 4-[6-bromo-8-(difluoromethoxy)imidazo[1,2-a]pyridin-2-yl]piperidine-1-carboxylate